1,3-bis(p-aminophenoxy)benzene NC1=CC=C(OC2=CC(=CC=C2)OC2=CC=C(C=C2)N)C=C1